[Na].[Na].[Na].[Al] aluminum trisodium